disodium 1-amino-9,10-dihydro-4-[(4-methyl-2-sulphonatophenyl)amino]-9,10-dioxoanthracene-2-sulphonate NC1=C(C=C(C=2C(C3=CC=CC=C3C(C12)=O)=O)NC1=C(C=C(C=C1)C)S(=O)(=O)[O-])S(=O)(=O)[O-].[Na+].[Na+]